N1C(N=CC=C1)=O 1,3-diazine-2-one